Cl.ClC=1N=C(N2N=C(N=CC21)N[C@@H]2[C@@H](CNCC2)F)CC(C)C (3R,4S)-N-[5-chloro-7-(2-methylpropyl)imidazo[4,3-f][1,2,4]triazin-2-yl]-3-fluoropiperidin-4-amine hydrochloride